N(=[N+]=[N-])[C@](C)(CC)C1=CN=C(C2=CN=C(C=C12)Cl)O[C@H](C)CC(C)(S(=O)(=O)C)C 4-((R)-2-azidobut-2-yl)-6-chloro-1-(((R)-4-methyl-4-(methylsulfonyl)pent-2-yl)oxy)-2,7-naphthyridine